(S)-1-(1-(4-fluorophenyl)-1H-pyrazol-4-yl)-2-hydroxy-propan-1-one FC1=CC=C(C=C1)N1N=CC(=C1)C([C@H](C)O)=O